tert-butyl 3-[1-(1-adamantylmethyl)-5-methyl-pyrazol-4-yl]-6-[[6-[1,3-benzothiazol-2-yl(2-trimethylsilylethoxymethyl)amino]-5-methyl-pyridazin-3-yl]-methyl-amino]pyridine-2-carboxylate C12(CC3CC(CC(C1)C3)C2)CN2N=CC(=C2C)C=2C(=NC(=CC2)N(C)C=2N=NC(=C(C2)C)N(COCC[Si](C)(C)C)C=2SC3=C(N2)C=CC=C3)C(=O)OC(C)(C)C